tert-butyl-rel-(6R,7R)-2,2-dioxo-7-({[(CIS)-4-phenylcyclohexyl]oxy}methyl)-2λ6-thia-1,8-diazaspiro[5.5]undec-3-ene-8-carboxylate C(C)(C)(C)OC(=O)N1[C@H]([C@]2(CC=CS(N2)(=O)=O)CCC1)CO[C@@H]1CC[C@@H](CC1)C1=CC=CC=C1 |o1:8,9|